O=C1CCC(C12CCN(CC2)C2=NC=CC=C2CNCCC2(CCOC1(CCCC1)C2)C2=NC=CC=C2)=O N-((2-(1,4-dioxo-8-azaspiro[4.5]decan-8-yl)pyridin-3-yl)methyl)-2-(9-(pyridin-2-yl)-6-oxaspiro[4.5]decan-9-yl)ethanamine